(4-benzofuran-2-yl)-2-chloropyrimidin-5-yl-oxazole O1C(=CC=C2C1=CC=C2)C=2N=C(OC2)C=2C=NC(=NC2)Cl